(1S,2S,4R,5R,6R,7S)-methyl 7-(2-methylpyridin-4-yl)-8-oxatricyclo[3.2.1.02,4]Octane-6-carboxylate CC1=NC=CC(=C1)[C@@H]1[C@H]([C@H]2[C@@H]3C[C@@H]3[C@@H]1O2)C(=O)OC